2,1,3-benzoxadiazole-5-carboxamide N=1ON=C2C1C=CC(=C2)C(=O)N